(2-(2-(methoxymethyl)phenyl)-3-methyl-1H-indol-5-yl)methanamine hydrochloride Cl.COCC1=C(C=CC=C1)C=1NC2=CC=C(C=C2C1C)CN